6-Methyl-4-(Tetrahydro-2H-Pyran-4-Yloxy)-1H-Pyrazole CC1CC(CCO1)OC=1C=NNC1